ClC=1C=CC=C2C(C=C(OC12)C1=C(OCCN2CCCC2)C=CC=C1)=O 1-[2-[2-(8-Chloro-4-oxochromen-2-yl)phenoxy]ethyl]pyrrolidin